CCCCCCCCCCCCCCCCCCCC(=O)O[C@H](COC(=O)CCCCCCCCC/C=C\C/C=C\CCCCC)COP(=O)([O-])OCC[N+](C)(C)C 1-(11Z,14Z-eicosadienoyl)-2-eicosanoyl-glycero-3-phosphocholine